COC(=O)C=1N(C(=C(C1Br)F)Br)COCC[Si](C)(C)C 3,5-dibromo-4-fluoro-1-((2-(trimethylsilyl)ethoxy)methyl)-1H-pyrrole-2-carboxylic acid methyl ester